3-((4-oxo-4H-benzopyran-3-yl)methoxy)benzaldehyde O=C1C(=COC2=C1C=CC=C2)COC=2C=C(C=O)C=CC2